C(C=C)(=O)N1C[C@H]2CN3C[C@H](OC=4N=C5C(=C(C(=CC5=C(C34)N2C[C@H]1C)Cl)C=1C(=CC=C2C=NNC12)C)F)CN(C)C (2R,4aR,7R)-3-Acryloyl-12-chloro-7-((dimethylamino)methyl)-10-fluoro-2-methyl-11-(6-methyl-1H-indazole-7-yl)-2,3,4,4a,6,7-hexahydro-8-oxa-3,5a,9,13c-tetraazanaphtho[3,2,1-de]anthracene